1-[3-[1-(2-pyridyl)-1,2,4-triazol-3-yl]pyrazin-2-yl]ethanamine N1=C(C=CC=C1)N1N=C(N=C1)C=1C(=NC=CN1)C(C)N